3-chloro-8-[[5-methoxy-6-[(5-methoxy-2-pyridyl)methoxy]-3-pyridyl]methyl]-1,5-naphthyridine ClC=1C=NC2=C(C=CN=C2C1)CC=1C=NC(=C(C1)OC)OCC1=NC=C(C=C1)OC